N-(benzo[d]thiazol-2-yl)-7-(3,3,3-trifluoro-2,2-dihydroxypropanamido)heptanamide S1C(=NC2=C1C=CC=C2)NC(CCCCCCNC(C(C(F)(F)F)(O)O)=O)=O